O=C1N(C(C2=CC=CC=C12)=O)CCONC(OC(C)(C)C)=O tert-butyl (2-(1,3-dioxoisoindolin-2-yl)ethoxy)carbamate